NC(C)S(=O)(=O)O aminoethane-1-sulfonic acid